CC1=C(C(=CC=C1)C)[Li] (2,6-dimethylphenyl)lithium